[Ir].[Cs].[Cs] dicesium iridium